N1CCC=CC1 3,6-dihydro-1H-pyridine